N5-[[2-[(2-methyl-5,6,7,8-tetrahydroimidazo[1,2-a]pyridin-7-yl)methoxy]-4-pyridinyl]methyl]isoquinoline-1,5-diamine CC=1N=C2N(CCC(C2)COC2=NC=CC(=C2)CNC=2C=3C=CN=C(C3C=CC2)N)C1